CN(C1=CC(=CC(=N1)N1C(C2=CC(=CC(=C2C1)C(F)(F)F)CO)=O)C1=C(C=CC=C1)C1=NN=CN1C)C 2-(6-(Dimethylamino)-4-(2-(4-methyl-4H-1,2,4-triazol-3-yl)phenyl)pyridin-2-yl)-6-(hydroxymethyl)-4-(trifluoromethyl)isoindolin-1-one